N1(CCC1)C=1N(C=2C(=NC=C(C2)C=2C(=NOC2C)C)N1)CC1CCC1 4-(2-(azetidin-1-yl)-1-(cyclobutylmethyl)-1H-imidazo[4,5-b]pyridin-6-yl)-3,5-dimethylisoxazole